C(C)C1=C(OC=2C(=NC(=NC2)N)N)C=C(C=C1)I 5-(2-Ethyl-5-iodo-phenoxy)-pyrimidine-2,4-diamine